FC=1C(=CC(=NC1)OC)C1=CC(=NN1)C(=O)N1C2(CC2)CC(CC1)C(=O)N[C@@H]1CN([C@@H](CC1)C(F)(F)F)C 4-(5-(5-fluoro-2-methoxypyridin-4-yl)-1H-pyrazole-3-carbonyl)-N-((3S,6S)-1-methyl-6-(trifluoromethyl)piperidin-3-yl)-4-azaspiro[2.5]octane-7-carboxamide